(S)-4-(t-butoxycarbonyl)piperazine-2-carboxylic acid C(C)(C)(C)OC(=O)N1C[C@H](NCC1)C(=O)O